5-bromo-2-chloro-N-(2-methylsulfonylphenyl)pyrimidin-4-amine BrC=1C(=NC(=NC1)Cl)NC1=C(C=CC=C1)S(=O)(=O)C